6-(5-(3,4-difluoro-5-(piperazin-1-yl)phenyl)-1H-pyrrolo[2,3-b]pyridin-3-yl)-3,4-dihydroisoquinolin-1(2H)-one FC=1C=C(C=C(C1F)N1CCNCC1)C=1C=C2C(=NC1)NC=C2C=2C=C1CCNC(C1=CC2)=O